FC1=CC=C(C=C1)[C@@H]1N(CCC2=CC=CC=C12)C=1O[C@@]2(CN1)CNCC2 (R)-2-((S)-1-(4-fluorophenyl)-3,4-dihydroisoquinolin-2(1H)-yl)-1-oxa-3,7-diazaspiro[4.4]non-2-ene